6-(3-(trifluoromethyl)pyridin-2-yl)pyrazine-2-carboxamide FC(C=1C(=NC=CC1)C1=CN=CC(=N1)C(=O)N)(F)F